CC1=CC=C(C=C1)S(=O)(=O)C(C2=CC(=CC=C2)C(F)(F)F)[N+]#[C-] [1-(3-TRIFLUOROMETHYLPHENYL)-1-TOSYL]METHYL ISOCYANIDE